C(C)(C)(C)NC=1N=CC2=C(N1)C(=CN=C2NC(C2=CC=CC=C2)=O)C=2CCOCC2 N-(2-(tert-butylamino)-8-(3,6-dihydro-2H-pyran-4-yl)pyrido[4,3-d]pyrimidin-5-yl)benzamide